FC(C=1C=C(C=CC1F)N1[C@H]([C@H](CC1)NS(=O)(=O)C)CO[C@@H]1CC[C@@H](CC1)C1=CC=CC=C1)F N-((2R,3S)-1-(3-(difluoromethyl)-4-fluorophenyl)-2-((((CIS)-4-phenylcyclohexyl)oxy)methyl)pyrrolidin-3-yl)methanesulfonamide